CC(C)(C)[S@@](=O)N[C@H]1CCSC2=CC=CC=C12 (R)-2-methyl-N-((S)-thiochroman-4-yl)propane-2-sulfinamide